4-(2,4-dichlorophenyl)-5-(4-((1-(3-fluoropropyl)pyrrolidin-3-yl)methyl)phenyl)-2,3-dihydrobenzo[b]oxepine-8-carboxylic acid hydrochloride Cl.ClC1=C(C=CC(=C1)Cl)C1=C(C2=C(OCC1)C=C(C=C2)C(=O)O)C2=CC=C(C=C2)CC2CN(CC2)CCCF